1-(6-amino-7-cyclopropyl-3,4-dihydro-1H-isoquinolin-2-yl)-2,2,2-trifluoro-ethanone NC=1C=C2CCN(CC2=CC1C1CC1)C(C(F)(F)F)=O